N-(4,6-dimethylbenzo[d]thiazol-2-yl)-1-((3-fluoro-4-methylphenyl)sulfonyl)piperidine-4-carboxamide CC1=CC(=CC2=C1N=C(S2)NC(=O)C2CCN(CC2)S(=O)(=O)C2=CC(=C(C=C2)C)F)C